COS(=O)(=O)[O-].C(CCCCCCCCCCCCCCC(C)C)C([NH+](C)C(C)C)CCCCCCCCCCCCCCCC(C)C bis-isostearyl-isopropyl-dimethyl-ammonium methyl-sulfate